C1(CC1)CN1C(OC2(C1)CCNCC2)=O 3-(cyclopropylmethyl)-1-oxa-3,8-diazaspiro[4.5]decan-2-one